(R)-2-((1-(2-cyano-7-methyl-3-(1,1,2,2-tetrafluoro-6-azaspiro[2.5]octan-6-yl)quinoxalin-5-yl)ethyl)amino)benzoic acid C(#N)C1=NC2=CC(=CC(=C2N=C1N1CCC2(C(C2(F)F)(F)F)CC1)[C@@H](C)NC1=C(C(=O)O)C=CC=C1)C